(S)-5'-chloro-8-(difluoromethoxy)-6'-fluoro-6-(trifluoromethyl)-3',4'-dihydro-2'H,3H-spiro[imidazo[1,2-a]pyridine-2,1'-naphthalene] ClC1=C2CCC[C@@]3(C2=CC=C1F)N=C1N(C=C(C=C1OC(F)F)C(F)(F)F)C3